di-2-naphthyl-para-phenylenediamine C1=C(C=CC2=CC=CC=C12)NC1=CC=C(C=C1)NC1=CC2=CC=CC=C2C=C1